(naphthalen-2-yl)pyridine-3-carboxamide C1=C(C=CC2=CC=CC=C12)C1=NC=CC=C1C(=O)N